isopropyl 5-methylfuran-2-carboxylate CC1=CC=C(O1)C(=O)OC(C)C